2-(2-((5-(3-(aminomethyl)phenyl)-2-(tert-butyl)benzofuran-3-yl)methoxy)-4-methylphenyl)acetic acid NCC=1C=C(C=CC1)C=1C=CC2=C(C(=C(O2)C(C)(C)C)COC2=C(C=CC(=C2)C)CC(=O)O)C1